CC(C(=O)OC(C)C=1C=NC(=CC1)Cl)C 2-(6-chloropyridin-3-yl)-2-ethyl methylpropionate